1-(diphenylphosphino)-2-(ethyldiphenylphosphino)ferrocene C1(=CC=CC=C1)P([C-]1C(=CC=C1)P(C1=C(C=CC=C1)CC)C1=CC=CC=C1)C1=CC=CC=C1.[CH-]1C=CC=C1.[Fe+2]